1-(tert-butyl)-3-(6-oxo-5-(3-(trifluoromethyl)benzyl)-5,6,7,8-tetrahydro-1,5-naphthyridin-2-yl)urea C(C)(C)(C)NC(=O)NC1=NC=2CCC(N(C2C=C1)CC1=CC(=CC=C1)C(F)(F)F)=O